C(CCCCCCC)S(=O)(=O)N 1-octanesulfonamide